(3R,4R)-3-[(1R)-1-[4-[[4-(azetidin-1-yl)-6-methyl-2-pyridyl]oxymethyl]phenyl]ethyl]-4-[[tert-butyl(dimethyl)silyl]oxymethyl]-3-methyl-pyrrolidin-2-one N1(CCC1)C1=CC(=NC(=C1)C)OCC1=CC=C(C=C1)[C@@H](C)[C@]1(C(NC[C@@H]1CO[Si](C)(C)C(C)(C)C)=O)C